OCC1O[C@H](C([C@H]([C@H]1O)O)O)OC (3R,4S,6R)-2-(hydroxymethyl)-6-methoxyoxane-3,4,5-triol